BrC=1C=C(C2=C(CCO2)C1)\C=C\C1=CC=C(C=C1)Cl (E)-5-bromo-7-(4-chlorostyryl)-2,3-dihydrobenzofuran